racemic-4-ethynyl-3,1-benzoxazine C(#C)C=1OCN=C2C1C=CC=C2